7α-[9-[(4,4,5,5,5-Pentafluoropentyl)-sulfinyl]nonyl]estra-1,3,5(10)-triene FC(CCCS(=O)CCCCCCCCC[C@H]1[C@H]2[C@@H]3CCC[C@@]3(C)CC[C@@H]2C=2C=CC=CC2C1)(C(F)(F)F)F